BrC(=C(Cl)C1=CC=C(C=C1)F)Br 1-(2,2-dibromo-1-chloroethenyl)-4-fluorobenzene